COC1=C(C(=O)OC)C=CC=C1[N+](=O)[O-] methyl 2-methoxy-3-nitrobenzoate